BrC1=C(C(=C(C(=O)OC)C(=C1)F)CBr)OC methyl 4-bromo-2-(bromomethyl)-6-fluoro-3-methoxy-benzoate